methylthio-1H-benzimidazole CSN1C=NC2=C1C=CC=C2